FC=1C=C2C(=NC1)NC=C2N2N=C(C=CC2=O)N[C@@H](CC2=CC=CC=C2)C(=O)O (1-(5-fluoro-1H-pyrrolo[2,3-b]pyridin-3-yl)-6-oxo-1,6-dihydropyridazin-3-yl)-L-phenylalanine